acryloyloxypropyl-methyldi(trimethylsiloxy)silane C(C=C)(=O)OCCC[Si](O[Si](C)(C)C)(O[Si](C)(C)C)C